6-[2-(2-methoxyethoxy)ethoxy]pyridine-3-carbaldehyde COCCOCCOC1=CC=C(C=N1)C=O